(R)-1-(3-chloro-5-fluorophenyl)-5,5-difluoro-3-(trifluoromethyl)-4,5,6,7-tetrahydro-1H-indol-4-ol ClC=1C=C(C=C(C1)F)N1C=C(C=2[C@H](C(CCC12)(F)F)O)C(F)(F)F